(E)-(3,3,4,4,5,5,6,6,7,7,8,8,9,9,10,10,10-heptadecafluoro-1-iodo-1-decen-1-yl)benzene FC(/C=C(/I)\C1=CC=CC=C1)(C(C(C(C(C(C(C(F)(F)F)(F)F)(F)F)(F)F)(F)F)(F)F)(F)F)F